ClC1=CC=C(CN2C3(CN(C3)C(=O)N)C(N(CC2=O)C2CCC(CC2)CC)=O)C=C1 5-(4-chlorobenzyl)-8-((1r,4r)-4-ethylcyclohexyl)-6,9-dioxo-2,5,8-triazaspiro[3.5]nonane-2-carboxamide